C(CC(=O)C)(=O)OCC1(CCCCC1)COC(CC(=O)C)=O cyclohexanedimethanol diacetoacetate